CN(C1CN(CC1)C=1C=C(C=CC1C)N1C=NC(=C1)NC=1N=CC(=NC1)C#N)C 5-((1-(3-(3-(Dimethylamino)pyrrolidin-1-yl)-4-methylphenyl)-1H-imidazol-4-yl)amino)pyrazine-2-carbonitrile